Benzyl L-glutamate N[C@@H](CCC(=O)[O-])C(=O)OCC1=CC=CC=C1